BrC1=CC=C2C(N(C(C2=C1)=O)C)(CCO[Si](C)(C)C(C)(C)C)CCO[Si](C)(C)C(C)(C)C 6-bromo-3,3-bis(2-((tert-butyldimethylsilyl)oxy)ethyl)-2-methylisoindolin-1-one